(S)-2-(2-(4-(((2R,3S,4S)-3-Acetoxy-4-hydroxypyrrolidin-2-yl)methyl)phenoxy)acetamido)-5-aminopentanoic acid hydrochloride Cl.C(C)(=O)O[C@H]1[C@H](NC[C@@H]1O)CC1=CC=C(OCC(=O)N[C@H](C(=O)O)CCCN)C=C1